7-(bromomethyl)-6-fluorofuro[2,3-c]quinolin-4(5H)-one BrCC=1C=CC=2C3=C(C(NC2C1F)=O)OC=C3